tert-butyl N-[(3R)-5-[(4-chlorophenyl)methyl]-1,1,4-trioxo-7-[3-(2,2,2-trifluoroethyl)-1,2,4-oxadiazol-5-yl]-2,3-dihydropyrido[3,2-b][1,4]thiazepin-3-yl]carbamate ClC1=CC=C(C=C1)CN1C2=C(S(C[C@@H](C1=O)NC(OC(C)(C)C)=O)(=O)=O)C=CC(=N2)C2=NC(=NO2)CC(F)(F)F